ethyl-5-(trifluoromethyl)-1H-pyrrole C(C)N1C=CC=C1C(F)(F)F